C(C)(=O)OCCOCCCC ethylene glycol butyl Ether acetate